5-(4-((2-ethoxy-2-oxoethyl)amino)phenyl)-2,2-dimethylpentanoic acid C(C)OC(CNC1=CC=C(C=C1)CCCC(C(=O)O)(C)C)=O